[N+](=O)([O-])C1=CC=CC=2NC(=NC21)N 4-nitro-1H-benzo[d]imidazol-2-amine